lithium bis(trifluoromethanesulfonyl)azanide FC(S(=O)(=O)[N-]S(=O)(=O)C(F)(F)F)(F)F.[Li+]